2-(((tert-butyldimethylsilyl)oxy)methyl)-4-(cyclopropylamino)-7-(3-fluoro-4-morpholinophenyl)-5,5-dimethyl-5,7-dihydro-6H-pyrrolo[2,3-d]pyrimidin-6-one [Si](C)(C)(C(C)(C)C)OCC=1N=C(C2=C(N1)N(C(C2(C)C)=O)C2=CC(=C(C=C2)N2CCOCC2)F)NC2CC2